CC1=CC=CC=2C3=CC=C(C=C3NC12)C 1,7-Dimethylcarbazole